COC(COCCN)OC 2-(2,2-dimethoxyethoxy)ethylamine